2,4-OCTADIENAL C(C=CC=CCCC)=O